1-Benzyl 4-methyl (2S)-2-[[(tert-butoxy)carbonyl](methyl)amino]butanedioate C(C)(C)(C)OC(=O)N([C@H](C(=O)OCC1=CC=CC=C1)CC(=O)OC)C